NC1=NC=NN2C1=C(C=C2C=2C=C(C(=NC2)OC)C(=O)N[C@@H]2CN(C[C@@H]2C)C(=O)C2CCCCC2)C(F)(F)F 5-[4-amino-5-(trifluoromethyl)pyrrolo[2,1-f][1,2,4]triazin-7-yl]-N-[(3S,4S)-1-cyclohexane-carbonyl-4-methylpyrrolidin-3-yl]-2-methoxypyridine-3-carboxamide